C(C)OC1=NC=NC(=C1B(O)O)OCC (4,6-diethoxypyrimidin-5-yl)boronic acid